1,4,8,11-tetramethylenenitrotetraazacyclotetradecane C=C1N(NC(NNCC(CCC(CCC1)=C)=C)=C)[N+](=O)[O-]